5-(tert-butyl) 4-methyl (3aS,4R,6aR)-2,2-dimethyltetrahydro-5H-[1,3]dioxolo[4,5-c]pyrrole-4,5-dicarboxylate CC1(O[C@@H]2[C@@H](CN([C@H]2C(=O)OC)C(=O)OC(C)(C)C)O1)C